C(C1=CC=CC=C1)N1N=C(C2=CC=CC=C12)OCC(=O)O.N[C@@H](CCCCN)C(=O)O L-lysine (1-benzyl-1H-indazole-3-oxy)acetate